FC(C1=CC=C(CN2N=C3C=CC=C(C3=C2)[N+](=O)[O-])C=C1)(F)F 2-[4-(trifluoromethyl)benzyl]-4-nitro-2H-indazole